IC1=CC(=C(C=C1OC)CCNCC1=C(C=CC=C1)O)OC 2-((2-(4-Iodo-2,5-dimethoxyphenyl)ethylamino)methyl)phenol